methyl 2-(3-((6-cyano-2-((7-methyl-5-(methylsulfonyl)-1H-indol-4-yl)methyl)-2H-indazol-7-yl)oxy)azetidin-1-yl)-1-methyl-1H-imidazole-5-carboxylate C(#N)C=1C=CC2=CN(N=C2C1OC1CN(C1)C=1N(C(=CN1)C(=O)OC)C)CC1=C2C=CNC2=C(C=C1S(=O)(=O)C)C